fluorosulfonyltetrafluoroethyl (trichlorofluoroethyl) ether ClC(C(F)(Cl)Cl)OC(C(F)(F)F)(F)S(=O)(=O)F